N-(2-amino-3-fluoro-4-((4-hydroxybenzyl)amino)phenyl)-6,7-difluoroheptanamide NC1=C(C=CC(=C1F)NCC1=CC=C(C=C1)O)NC(CCCCC(CF)F)=O